C(OCOOC(C)(C)CC(C)(C)C)([O-])=O t-octylperoxymethyl monocarbonate